(14S)-8-tert-butyl-17-(5-chloropyridin-2-yl)-12,12-dimethyl-2λ6-thia-3,9,11,18,23-pentaazatetracyclo[17.3.1.111,14.05,10]tetracosa-1(23),5(10),6,8,19,21-hexaene-2,2,4-trione C(C)(C)(C)C=1C=CC=2C(NS(C=3C=CC=C(NC(CC[C@H]4CC(N(C2N1)C4)(C)C)C4=NC=C(C=C4)Cl)N3)(=O)=O)=O